methyl 2-[2-(tert-butoxycarbonylamino)-4-pyridyl]oxazole-4-carboxylate C(C)(C)(C)OC(=O)NC1=NC=CC(=C1)C=1OC=C(N1)C(=O)OC